[Sn].[In].[Ga].C(C1=CC=CC=C1)NC([C@@H]([C@H](\C=C\C1=CC=C(C=C1)Cl)C)C1=CC=C(C=C1)C)=O (2S,3S,E)-N-benzyl-5-(4-chlorophenyl)-3-methyl-2-(p-tolyl)pent-4-enamide gallium indium tin